[(3S)-5-Oxopyrrolidin-3-yl](2S)-4-[3-[2-(cyclopropoxy)-3-pyridyl]pyrazolo[1,5-a]pyrimidin-5-yl]-2-methyl-piperazine-1-carboxylate O=C1C[C@@H](CN1)OC(=O)N1[C@H](CN(CC1)C1=NC=2N(C=C1)N=CC2C=2C(=NC=CC2)OC2CC2)C